Boc-β-cyclopropyl-L-alanine C(=O)(OC(C)(C)C)N[C@@H](CC1CC1)C(=O)O